O[C@@H](CNC(=O)C1=NC=CC=N1)CN1CC2=CC=C(C(=C2CC1)C)OCC1=CN=CO1 N-[(2S)-2-hydroxy-3-{5-methyl-6-[(1,3-oxazol-5-yl)methoxy]-1,2,3,4-tetrahydroisoquinolin-2-yl}propyl]pyrimidine-2-carboxamide